tert-butyl 4-(2-((4-methoxybenzyl)oxy)-5-nitropyridin-3-yl)piperazine-1-carboxylate COC1=CC=C(COC2=NC=C(C=C2N2CCN(CC2)C(=O)OC(C)(C)C)[N+](=O)[O-])C=C1